C(C)NC(=O)[C@@H]1CCCC=2C(=CN=CC12)C=1C=C2CCC(N(C2=CC1)C)=O |r| (rac)-N-ethyl-4-(1-methyl-2-oxo-1,2,3,4-tetrahydroquinolin-6-yl)-5,6,7,8-tetrahydroisoquinoline-8-carboxamide